C(C)OC(CCCCCCOC=1C2=C(C=3N=C(C(N(C3C1)C(C)=O)=O)CC1=C(C=CC=C1)C)C=CC=C2)=O 7-((4-acetyl-2-(2-methylbenzyl)-3-oxo-3,4-dihydrobenzo[f]quinoxalin-6-yl)oxy)heptanoic acid ethyl ester